C(C=C)[C@@H]1COCC(N1)=O (5R)-5-allyl-morpholin-3-one